COC(C1=CC(=CC(=C1)C=1SC(=CN1)C)O[C@H]1CN(CC1)C)=O 3-[(3R)-1-Methylpyrrolidin-3-yl]oxy-5-(5-methyl-1,3-thiazol-2-yl)benzoic acid methyl ester